CNC(=O)C=1N2C(CC2CC1)=O N-methyl-7-oxo-1-azabicyclo[3.2.0]hept-2-ene-2-carboxamide